[Br-].C(C)(=O)O[C@@]1([C@@H](O)O[C@@H]([C@]([C@@]1(O)OC(C)=O)(O)OC(C)=O)[C@H](O)OC(C)=O)O (2R,3R,4S,5R,6R)-2,3,4,6-tetraacetoxy-alpha-D-glucopyranose bromide